C1(CC1)C1=CC=C(C=C1)/C(=C/COC1=CC(=C(OCC(=O)OC)C=C1)C)/C1=CC=C(C=C1)C#CCN1CCOCC1 methyl (Z)-[4-[3-(4-cyclopropylphenyl)-3-[4-[3-(morpholin-4-yl)propynyl]phenyl]allyloxy]-2-methylphenoxy]acetate